C(C=CC=CCCCCCCCC)(=O)O tridecadienic acid